COC([C@H](C[C@H]1C(NCCC1)=O)NC(=O)C1N(CC2(CCC2)C1)C(=O)OC(C)(C)C)=O tert-butyl 7-(((S)-1-methoxy-1-oxo-3-((S)-2-oxopiperidin-3-yl)propan-2-yl) carbamoyl)-6-azaspiro[3.4]octane-6-carboxylate